COC=1C=C(C(=O)OC2=CC(CCC2)=O)C=CC1OC 3-oxocyclohex-1-en-1-yl 3,4-dimethoxybenzoate